CN1[C@H]2CC[C@@H]1[C@H]([C@H](C2)OC(=O)C3=CC=CC=C3)C(=O)O The molecule is a benzoate ester metabolite of cocaine formed by hydrolysis of the methyl ester group, catalysed by carboxylesterases. It has a role as an epitope, a marine xenobiotic metabolite, a plant metabolite and a human xenobiotic metabolite. It is a tropane alkaloid and a benzoate ester. It derives from an ecgonine.